trans-3-(cyanomethyl)-3-methyl-N-{cis-3-[methyl(7H-pyrrolo[2,3-d]pyrimidin-4-yl)amino]cyclobutyl}cyclobutanesulfonamide C(#N)CC1(CC(C1)S(=O)(=O)N[C@@H]1C[C@@H](C1)N(C=1C2=C(N=CN1)NC=C2)C)C